1,1,1-tris(tetrahydroxyphenyl)ethane OC=1C(=C(C(=C(C1)C(C)(C1=C(C(=C(C(=C1)O)O)O)O)C1=C(C(=C(C(=C1)O)O)O)O)O)O)O